N1C=CC2=CC(=CC=C12)CCNCC(=O)O 2-{[2-(1H-indol-5-yl)ethyl]amino}acetic acid